FC1=C(C=CC=C1)N1CCN(CC1)C(=O)C1=NN(C(C2=CC=CC=C12)=O)C1=CC(=CC=C1)OC 4-[[4-(2-fluorophenyl)-1-piperazinyl]carbonyl]-2-(3-methoxyphenyl)-1(2H)-phthalazinone